N-(2-(4-carbamoylpiperidin-1-yl)-4-((4-(5-((2-(2,6-dioxopiperidin-3-yl)-1,3-dioxoisoindolin-4-yl)amino)pentanoyl)piperazin-1-yl)methyl)phenyl)-2-morpholinooxazole-4-carboxamide C(N)(=O)C1CCN(CC1)C1=C(C=CC(=C1)CN1CCN(CC1)C(CCCCNC1=C2C(N(C(C2=CC=C1)=O)C1C(NC(CC1)=O)=O)=O)=O)NC(=O)C=1N=C(OC1)N1CCOCC1